difluoromethylenedioxyiminocyclohexane FC1(OC2C(CCCC2O1)=N)F